(R)-N-(4-fluoro-3-methylphenyl)-1,2,4-trimethyl-5-(2-((3-methyl-1-(methylamino)-1-oxobutan-2-yl)amino)-2-oxoacetyl)-1H-pyrrole-3-carboxamide FC1=C(C=C(C=C1)NC(=O)C1=C(N(C(=C1C)C(C(=O)N[C@@H](C(=O)NC)C(C)C)=O)C)C)C